cyclohexanecarboxylic acid-(R)-(+)-1-phenethyl ester C(CC1=CC=CC=C1)OC(=O)C1CCCCC1